BrC1=C(COCCCOC2OCCCC2)C=CC(=C1F)Cl 2-(3-((2-bromo-4-chloro-3-fluorobenzyl)oxy)propoxy)tetrahydro-2H-pyran